ClC1=C2N=C(C=NC2=CC=C1OC=1C=CC2=C(N(C(=N2)C)COCC[Si](C)(C)C)C1)C=1C=NN(C1)CC1CCC(CC1)SC 2-[[6-[5-Chloro-3-[1-[(4-methylsulfanylcyclohexyl)methyl]pyrazol-4-yl]quinoxalin-6-yl]oxy-2-methyl-benzimidazol-1-yl]methoxy]ethyl-trimethyl-silane